4-Nitro-2-(trifluoromethyl)aniline [N+](=O)([O-])C1=CC(=C(N)C=C1)C(F)(F)F